3-fluoro-4-difluoromethoxybenzenesulfonyl chloride FC=1C=C(C=CC1OC(F)F)S(=O)(=O)Cl